N-[(1S)-1-(5-(2-methoxyquinolin-3-yl)-1H-imidazol-2-yl)-7-(1,3-oxazol-2-yl)-7-oxoheptyl]-2-(1H-pyrrol-1-yl)acetamide COC1=NC2=CC=CC=C2C=C1C1=CN=C(N1)[C@H](CCCCCC(=O)C=1OC=CN1)NC(CN1C=CC=C1)=O